1-(5-((1-methylpyrrolidin-3-yl)methyl)benzo[d]isoxazol-3-yl)dihydropyrimidine-2,4(1H,3H)-dione CN1CC(CC1)CC=1C=CC2=C(C(=NO2)N2C(NC(CC2)=O)=O)C1